F[P-](F)(F)(F)(F)F.C(C)#N.C(C)#N.C(C)#N.C(C)#N tetraacetonitrile hexafluorophosphate